COC=1C=C(C=CC1OC)C=1NC=C(N1)C1=CC(=C(C=C1)OC)OC 2,4-Bis(3,4-dimethoxyphenyl)-1H-imidazole